ClC=1C=C2C=C(NC2=CC1)C(=O)N[C@H](C(C1=CNC(C=C1)=O)=O)CC1=C(C=CC=C1)Cl (S)-5-chloro-N-(3-(2-chlorophenyl)-1-oxo-1-(6-oxo-1,6-dihydropyridin-3-yl)propan-2-yl)-1H-indole-2-carboxamide